(4,6-difluorodibenzothiophen-3-yl) triflate O(S(=O)(=O)C(F)(F)F)C=1C=CC2=C(SC3=C2C=CC=C3F)C1F